N-(4-(1,2,4,5-tetrazin-3-yl)benzyl)-4-fluorobenzamide N1=NC(=NN=C1)C1=CC=C(CNC(C2=CC=C(C=C2)F)=O)C=C1